(S)-2,2,2-trifluoro-1-(6-fluoro-3-methyl-8-(5-(trifluoromethyl)-1,2,4-oxadiazol-3-yl)-2,3-dihydrobenzo[f][1,4]oxazepin-4(5H)-yl)ethan-1-one FC(C(=O)N1[C@H](COC2=C(C1)C(=CC(=C2)C2=NOC(=N2)C(F)(F)F)F)C)(F)F